1,2-dimethylglycerol COCC(OC)CO